sodium tetracosanate C(CCCCCCCCCCCCCCCCCCCCCCC)(=O)[O-].[Na+]